O1N=CC2=C1C=CC(=C2)C2=CC=C1C(=N2)SC(=C1)C(O)C1CCOCC1 (6-(1,2-benzoxazol-5-yl)thieno[2,3-b]pyridin-2-yl)(tetrahydro-2H-pyran-4-yl)methanol